4,5-DIFLUORO-3-HYDROXYBENZALDEHYDE FC1=C(C=C(C=O)C=C1F)O